2-(((3S,5R)-5-carboxypyrrolidin-3-yl)amino)-N,N,N-trimethyl-2-oxoethan-1-aminium chloride [Cl-].C(=O)(O)[C@H]1C[C@@H](CN1)NC(C[N+](C)(C)C)=O